(S)-1-amino-1'-(6-((3-chloro-2-methylpyridin-4-yl)thio)pyrido[2,3-b]pyrazin-2-yl)-1,3-dihydrospiro[inden-2,4'-piperidin]-5-ol N[C@@H]1C2=CC=C(C=C2CC12CCN(CC2)C=2N=C1C(=NC2)N=C(C=C1)SC1=C(C(=NC=C1)C)Cl)O